CC(=O)C1C=CC(O)=CC=1O 2,4-dihydroxyacetophenone